NC=1C=NN(C1)C1=NC(=CC(=C1)C1=CC=CC=2N1N=CC2C(=O)N2CCCCC2)Br (7-(2-(4-amino-1H-pyrazol-1-yl)-6-bromopyridin-4-yl)pyrazolo[1,5-a]pyridin-3-yl)(piperidin-1-yl)methanone